cobalt-iron-nickel selenide [Ni]=[Se].[Fe].[Co]